P(=O)(OC[C@@H](CO)O)(OC1=CC=CC=C1)OC1=CC=CC=C1 (R)-2,3-dihydroxypropyl diphenyl phosphate